2-(6-{5-chloro-2-[(oxan-4-yl)amino]pyrimidin-4-yl}-1-oxo-2,3-dihydro-1H-isoindol-2-yl)-N-[2-hydroxy-1-(3-methoxyphenyl)ethyl]acetamide ClC=1C(=NC(=NC1)NC1CCOCC1)C1=CC=C2CN(C(C2=C1)=O)CC(=O)NC(CO)C1=CC(=CC=C1)OC